5-methyl-1-(1-methyl-1H-tetrazol-5-yl)-2-((((1s,4R)-4-phenylcyclohexyl)oxy)methyl)pyrrolidin-3-one CC1CC(C(N1C1=NN=NN1C)COC1CCC(CC1)C1=CC=CC=C1)=O